1-{3-[(E)-2-[3-ethynyl-4-(trifluoromethyl)phenyl]ethenyl]azetidin-1-yl}prop-2-en-1-one C(#C)C=1C=C(C=CC1C(F)(F)F)/C=C/C1CN(C1)C(C=C)=O